O1COC=2C(=NC=CC21)CN2[C@H](CCC2)C(=O)NC2=CC=C(C=C2)C2CC2 (R)-1-([1,3]dioxolo[4,5-c]pyridin-4-ylmethyl)-N-(4-cyclopropylphenyl)pyrrolidine-2-carboxamide